3-(2,4-dimethyl-1H-imidazol-1-yl)-5-(trifluoromethyl)aniline CC=1N(C=C(N1)C)C=1C=C(N)C=C(C1)C(F)(F)F